C(C1=CC=CC=C1)C=1NC(=NN1)C(=O)NC1=NC=CC(=C1)C1=C(C=CC(=C1)C(C)(C)O)C 5-benzyl-N-(4-(5-(2-hydroxypropane-2-yl)-2-methylphenyl)pyridin-2-yl)-4H-1,2,4-triazole-3-carboxamide